(S)-1-(3-(1-amino-2-cyclopropyl-8-azaspiro[4.5]dec-2-en-8-yl)-6-((2-amino-3-chloropyridin-4-yl)thio)-5-methylpyrazin-2-yl)cyclopropane-1-ol N[C@@H]1C(=CCC12CCN(CC2)C=2C(=NC(=C(N2)C)SC2=C(C(=NC=C2)N)Cl)C2(CC2)O)C2CC2